C1NCC2C1CNC2 (3aR,6aS)-octa-hydropyrrolo[3,4-c]pyrrole